CN1C(NCC1(C)C)=O 1,5,5-trimethylimidazolidin-2-one